COC1=C(C=CC(=C1)OC)C=1N=C2SCCCN2C(C1C#N)=O 8-(2,4-dimethoxyphenyl)-6-oxo-2H,3H,4H,6H-pyrimido[2,1-b][1,3]thiazine-7-carbonitrile